FC(OC1(CCC1)OCC(=O)N[C@H]1CO[C@@H](CC1)C1=NN(N=C1)C1(CCC1)OC(F)(F)F)(F)F 2-[3-cis-(trifluoromethoxy)cyclobutoxy]-N-[(3R,6S)-6-[2-[3-cis-(trifluoromethoxy)cyclobutyl]Triazol-4-yl]Tetrahydropyran-3-yl]Acetamide